benzyl (3R)-3-(1-((methylsulfonyl)oxy)ethyl)pyrrolidine-1-carboxylate CS(=O)(=O)OC(C)[C@H]1CN(CC1)C(=O)OCC1=CC=CC=C1